3-(8-benzoyl-6-hydroxy-6-phenyl-1,2,3,4-tetrahydropyrrolo[1,2-a]pyrimidin-7(6H)-ylidene)chroman-2,4-dione C(C1=CC=CC=C1)(=O)C=1C(C(N2C1NCCC2)(C2=CC=CC=C2)O)=C2C(OC1=CC=CC=C1C2=O)=O